C1(=CC=C(C=C1)C=1N=NNC1C(=O)O)C1=CC=C(C=C1)C1=CC=CC=C1 4-([1,1':4',1''-terphenyl]-4-yl)-1H-1,2,3-triazole-5-carboxylic acid